CN1N=NN=C1COCC(C)=O 1-[(1-methyltetrazol-5-yl)methoxy]propan-2-one